sodium dodecyl D-galacturonate O=C[C@H](O)[C@@H](O)[C@@H](O)[C@H](O)C(=O)OCCCCCCCCCCCC.[Na]